BrC1=C(C(=CC=C1)C(C)C)NC(=O)C1=NN(C(=CC1=O)C)C1=CC=CC=C1 N-(2-bromo-6-isopropylphenyl)-6-methyl-4-oxo-1-phenyl-1,4-dihydropyridazine-3-carboxamide